(S)-1'-(6-amino-5-((2-chloro-5-(trifluoromethyl)pyridin-4-yl)thio)pyrazin-2-yl)-5,7-dihydrospiro[cyclopenta[b]pyridine-6,4'-piperidin]-5-amine NC1=C(N=CC(=N1)N1CCC2(CC1)[C@@H](C=1C(=NC=CC1)C2)N)SC2=CC(=NC=C2C(F)(F)F)Cl